4-[4-[[(4S)-8-chlorochroman-4-yl]carbamoylamino]thiazol-2-yl]-2-methoxy-benzoic acid ClC=1C=CC=C2[C@H](CCOC12)NC(=O)NC=1N=C(SC1)C1=CC(=C(C(=O)O)C=C1)OC